2-(5-cyclopropyl-4,7-difluoro-3,3-dimethyl-2-oxoindolin-1-yl)acetic acid C1(CC1)C=1C(=C2C(C(N(C2=C(C1)F)CC(=O)O)=O)(C)C)F